N-{4-[(3-{3-cyano-4-[(propan-2-yl)oxy]phenyl}-1-{[2-(trimethylsilyl)ethoxy]methyl}-1H-pyrrolo[2,3-b]pyridin-4-yl)oxy]-3-(trifluoromethyl)phenyl}-N'-[(3-methyloxetan-3-yl)methyl]urea C(#N)C=1C=C(C=CC1OC(C)C)C1=CN(C2=NC=CC(=C21)OC2=C(C=C(C=C2)NC(=O)NCC2(COC2)C)C(F)(F)F)COCC[Si](C)(C)C